4-(4-fluorophenyl)-1-(trans-4-(trifluoromethyl)cyclohexyl)-1H-imidazole FC1=CC=C(C=C1)C=1N=CN(C1)[C@@H]1CC[C@H](CC1)C(F)(F)F